COCCCN1CCC(CC1)=O 1-(3-methoxypropyl)-4-piperidone